C(C)(=O)C1=C(C2=C(N=C(N=C2)NC2=NC=C(C=C2)C2CCNCC2)N(C1=O)C1CCCC1)C 6-acetyl-8-cyclopentyl-5-methyl-2-[[5-(4-piperidinyl)-2-pyridinyl]-amino]pyrido[2,3-d]pyrimidin-7-one